COC=1C(=C2C=CNC2=C(C1)C)CN1[C@@H](CN(CC1)CC(F)(F)F)C1=CC=C(C(=O)O)C=C1 |r| (±)-4-(1-((5-methoxy-7-methyl-1H-indol-4-yl)methyl)-4-(2,2,2-trifluoroethyl)piperazin-2-yl)benzoic acid